NC1=CC(=C(C=C1)N1CCN(CC1)C(C(F)(F)F)=O)C=1C=NN(C1)C 1-(4-(4-amino-2-(1-methyl-1H-pyrazol-4-yl)phenyl)piperazin-1-yl)-2,2,2-Trifluoroethane-1-one